C(C1=CC=CC=C1)N1C2=C(SCC1=O)C=CC(=C2)NC(=O)NC2=CNC1=CC=C(C=C21)C2=CN=CO2 1-(4-benzyl-3-oxo-3,4-dihydro-2H-benzo[b][1,4]thiazin-6-yl)-3-(5-(oxazol-5-yl)-1H-indol-3-yl)urea